1,3-Bis[2-(methylsulfonyl)ethyl]imidazolium CS(=O)(=O)CCN1C=[N+](C=C1)CCS(=O)(=O)C